methyl ((((2R,3S,4R,5S)-5-(4-aminopyrrolo[2,1-f][1,2,4]triazin-7-yl)-2-cyano-3,4-dihydroxytetrahydrofuran-2-yl)methoxy)(phenoxy)phosphoryl)-L-alaninate NC1=NC=NN2C1=CC=C2[C@H]2[C@@H]([C@@H]([C@@](O2)(C#N)COP(=O)(OC2=CC=CC=C2)N[C@@H](C)C(=O)OC)O)O